BrC=1C=C(C=2N(C1)C(N(C2)C2=CC(=CC=C2)C2(CC(C2)C)C2=NN=CN2C)=O)C(F)(F)F 6-bromo-2-(3-((1s,3s)-3-methyl-1-(4-methyl-4H-1,2,4-triazol-3-yl)cyclobutyl)phenyl)-8-(trifluoromethyl)imidazo[1,5-a]pyridin-3(2H)-one